C(CC)SC1(CS1)C1SCC(SC1C1(CS1)SCCC)C1(CS1)SCCC 2,3,5-tris(β-epithiopropylthioethyl)-1,4-dithiane